C(C)(C)N1CCN(CC1)C(CN1C(CCC2=CC(=CC=C12)C=1C=CC=2N(N1)C(=NN2)CC=2C=C1C=CC=NC1=CC2)=O)=O 1-(2-(4-isopropylpiperazin-1-yl)-2-oxoethyl)-6-(3-(quinolin-6-ylmethyl)-[1,2,4]triazolo[4,3-b]pyridazin-6-yl)-3,4-dihydroquinolin-2(1H)-one